2-(2-Oxylpiperazin-1-yl)acetic acid methyl ester COC(CN1C(CNCC1)O)=O